4-(2H-benzotriazol-2-yl)-1,2,3-benzenetriol N=1N(N=C2C1C=CC=C2)C2=C(C(=C(C=C2)O)O)O